C(CCC)OC1=NN2C(C(=N1)N)=NC=C2CC2=CC=C(C=C2)OCCCN2CCOCC2 2-butoxy-7-(4-(3-morpholinopropoxy)benzyl)imidazo[2,1-f][1,2,4]triazin-4-amine